C(C)NC(=O)NCC 1,3-diethylurea